1-(3-(5-(2-fluoro-6-hydroxyphenyl)-3-((pyridin-3-ylmethyl)amino)-2H-indazol-2-yl)piperidin-1-yl)prop-2-en-1-one FC1=C(C(=CC=C1)O)C1=CC2=C(N(N=C2C=C1)C1CN(CCC1)C(C=C)=O)NCC=1C=NC=CC1